2-(2,3-dihydro-1,4-benzodioxin-6-yl)-6-(4-({[cis-2-hydroxycyclohexyl]methyl}amino)piperidin-1-yl)benzonitrile O1CCOC2=C1C=CC(=C2)C2=C(C#N)C(=CC=C2)N2CCC(CC2)NC[C@H]2[C@H](CCCC2)O